isopropyl (E)-3-(3-aminophenyl)acrylate NC=1C=C(C=CC1)/C=C/C(=O)OC(C)C